N-(5-cyclobutyl-1H-pyrazol-3-yl)-2-(4-((4-(2,4-dioxotetrahydropyrimidin-1(2H)-yl)benzyl)oxy)phenyl)acetamide C1(CCC1)C1=CC(=NN1)NC(CC1=CC=C(C=C1)OCC1=CC=C(C=C1)N1C(NC(CC1)=O)=O)=O